C(CC(=C)C)NC1=C2NC=NC2=NC=N1 N6-(isopentenyl)adenine